C(C(C(CS)O)O)S 1,4-Dithio-DL-threitol